(6-bromo-3,4-dihydroisoquinolin-2(1H)-yl)(4-(5-(trifluoromethyl)-1,2,4-oxadiazol-3-yl)phenyl)methanone BrC=1C=C2CCN(CC2=CC1)C(=O)C1=CC=C(C=C1)C1=NOC(=N1)C(F)(F)F